ClC1=C(CN2N=CC(=C2C(F)(F)F)C(=O)OCC)C=CC=C1F ethyl 1-(2-chloro-3-fluorobenzyl)-5-(trifluoromethyl)-1H-pyrazole-4-carboxylate